FC1=C(NC(C2=CC=CC=C12)=O)C 4-fluoro-3-methylisoquinolin-1(2H)-one